6-oxo-8-thia-4,5-diazatricyclo-[7.4.0.02,7]trideca-1(9),2(7),3-trien O=C1NN=CC=2C=3CCCCC3SC12